BrC1=C(C=CC=C1)C1=CCCN(C1)C(=O)OC(C)(C)C Tert-Butyl 5-(2-bromophenyl)-3,6-dihydropyridine-1(2H)-carboxylate